4-((4-methoxyphenyl)(phenyl)methyl)-6-methyl-N-(1-methyl-1H-pyrazol-4-yl)-7-oxo-6,7-dihydro-1H-pyrrolo[2,3-c]pyridine-2-carboxamide COC1=CC=C(C=C1)C(C=1C2=C(C(N(C1)C)=O)NC(=C2)C(=O)NC=2C=NN(C2)C)C2=CC=CC=C2